FC(CN1N=CC=2C1=NC(=CN2)N2CCC1(CC(C1)COC1=NC=C(C=C1)C(F)(F)F)CC2)F 1-(2,2-difluoroethyl)-6-(2-(((5-(trifluoromethyl)pyridin-2-yl)oxy)methyl)-7-azaspiro[3.5]nonan-7-yl)-1H-pyrazolo[3,4-b]pyrazine